C(#N)C(C(=O)N1CCC(=CC1)C1=C2C(=NC(=C1)NC(=O)C1CC1)NC=C2)CC N-(4-(1-(2-cyanobutyryl)-1,2,3,6-tetrahydropyridin-4-yl)-1H-pyrrolo[2,3-b]pyridin-6-yl)cyclopropylcarboxamide